CC1=C(C=CC(=C1)C)[C@@H]([C@@H](OC([C@H](C)NC(=O)C1=NC=CC(=C1OCOC(C(C)C)=O)OC)=O)C)C(C)C.C(CC)OCCC[Si](OC)(OC)OC gamma-propyloxypropyl-trimethoxysilane [2-[[(1S)-2-[(1S,2S)-2-(2,4-dimethylphenyl)-1,3-dimethyl-butoxy]-1-methyl-2-oxo-ethyl]carbamoyl]-4-methoxy-3-pyridyl]oxymethyl-2-methylpropanoate